C(C)(C)(C)C1=CC(=CC=C1O)OC 6-tert-butyl-p-methoxyphenol